C(CCCCCCCCCCCCC\C=C/CCCCCCCC)(=O)OCCC propyl cis-15-tetracosenoate